NC1=CC(=C(C(=C1)F)CN1C(NC=2C=NC=3N=C(C=CC3C21)OC)=O)F 1-((4-amino-2,6-difluoro-phenyl)methyl)-7-methoxy-3H-imidazo[4,5-c][1,8]naphthyridin-2-one